mercapto terephthalate C(C1=CC=C(C(=O)[O-])C=C1)(=O)OS